5-((5-(2-(((1R,3R)-3-Aminocyclopentyl)oxy)-6-fluoro-4-methylphenyl)-1H-pyrazol-3-yl)amino)pyrazine-2-carbonitrile formic acid salt C(=O)O.N[C@H]1C[C@@H](CC1)OC1=C(C(=CC(=C1)C)F)C1=CC(=NN1)NC=1N=CC(=NC1)C#N